3-chloro-4-methyl-5-{3-[4-(trifluoromethyl)phenoxy]azetidin-1-yl}pyridazine ClC=1N=NC=C(C1C)N1CC(C1)OC1=CC=C(C=C1)C(F)(F)F